N(C)CC(=O)OC(CCCCCCCCCCCCCCC)=O.[K] potassium palmitoyl sarcosinate